(R)-1-(2-((2,2'-dichloro-3'-((2-methylpyrido[3,2-d]pyrimidin-4-yl)amino)-[1,1'-biphenyl]-3-yl)carbamoyl)-4,5,6,7-tetrahydropyrazolo[1,5-a]pyridin-4-yl)piperidine-4-carboxylic acid ClC1=C(C=CC=C1NC(=O)C1=NN2C([C@@H](CCC2)N2CCC(CC2)C(=O)O)=C1)C1=C(C(=CC=C1)NC=1C2=C(N=C(N1)C)C=CC=N2)Cl